2-[(2-methylphenoxy)methyl] ethylene oxide CC1=C(OCC2CO2)C=CC=C1